N-(oxazol-2-ylmethyl)-[2,2'-bipyridin]-5-amine O1C(=NC=C1)CNC=1C=CC(=NC1)C1=NC=CC=C1